C(#N)C(=C)CC 2-cyanobutene